FC1=C(C=CC=C1[N+](=O)[O-])CS(=O)(=O)N1C(CC(CC1)=O)(C)C 1-[(2-fluoro-3-nitro-phenyl)methylsulfonyl]-2,2-dimethyl-piperidin-4-one